tert-butyl N-[(2-fluorophenyl)-[(3S)-2-oxo-3,4-dihydro-1H-pyrido[2,3-b]pyrazin-3-yl]methyl]carbamate FC1=C(C=CC=C1)C(NC(OC(C)(C)C)=O)[C@H]1C(NC2=C(N1)N=CC=C2)=O